(5S)-N-((2S)-4-(cyclopropylamino)-3-hydroxy-4-oxo-1-((S)-2-oxopyrrolidin-3-yl)butan-2-yl)-6-azaspiro[2.5]octane-5-carboxamide hydrochloride Cl.C1(CC1)NC(C([C@H](C[C@H]1C(NCC1)=O)NC(=O)[C@@H]1CC2(CC2)CCN1)O)=O